(Z)-11-hexadecenyl acetate acetate C(C)(=O)O.C(C)(=O)OCCCCCCCCCC\C=C/CCCC